FC1=C(C=C(C=C1)F)[C@@H](CCC1OCCO1)N[S@](=O)C(C)(C)C (R)-N-((R)-1-(2,5-difluorophenyl)-3-(1,3-dioxolan-2-yl)propyl)-2-methylpropane-2-sulfinamide